CC=1N(C2=CC=CC=C2C1C(=O)NCC=1C(NC(=CC1SC)C)=O)C(C)C1CC2C(CN(C2)CC(F)(F)F)C1 2-methyl-N-((6-methyl-4-(methylthio)-2-oxo-1,2-dihydropyridin-3-yl)methyl)-1-(1-(2-(2,2,2-trifluoroethyl)octahydrocyclopenta[c]pyrrol-5-yl)ethyl)-1H-indole-3-carboxamide